N-[1-(5-chloro-2-nitrophenyl)-4-diazo-3-oxobutan-2-yl]Carbamic acid tert-butyl ester C(C)(C)(C)OC(NC(CC1=C(C=CC(=C1)Cl)[N+](=O)[O-])C(C=[N+]=[N-])=O)=O